[Cu]=S.[Co] cobalt-copper sulfide